3-(16,16,16-trifluorohexadecoxy)propan-1-ol FC(CCCCCCCCCCCCCCCOCCCO)(F)F